N-ethyl-3-((2S)-2-hydroxy-3-(8-(5,6,7,8-tetrahydronaphthalen-2-ylsulfonyl)-1-oxa-8-azaspiro[4.5]decan-3-ylamino)propoxy)benzenesulfonamide C(C)NS(=O)(=O)C1=CC(=CC=C1)OC[C@H](CNC1COC2(C1)CCN(CC2)S(=O)(=O)C2=CC=1CCCCC1C=C2)O